C(O)(O)=O.C(C)(C)(C1=CC=CC=C1)C=1C(=C(C=CC1)O)C(C)(C)C1=CC=CC=C1.C(C)(C)(C1=CC=CC=C1)C=1C(=C(C=CC1)O)C(C)(C)C1=CC=CC=C1 di(dicumylphenol) carbonate